1-(4-cyano-2,3,5,6-tetrafluorophenyl)-6,7,8-trifluoro-4-oxo-1,4-dihydroquinoline-3-carboxylic acid ethyl ester C(C)OC(=O)C1=CN(C2=C(C(=C(C=C2C1=O)F)F)F)C1=C(C(=C(C(=C1F)F)C#N)F)F